ONC(CNC([O-])=O)(C)C (2-(hydroxyamino)-2-methylpropyl)carbamate